N-(2-(pyrrolidin-1-yl)ethyl)-4H-pyrrolo[3,2-d]thiazole-2-carboxamide N1(CCCC1)CCNC(=O)C=1SC2=C(N1)C=CN2